COC=1C=C(C=C(C1)OC)[C@@H](C(=O)NC=1SC(=NN1)N[C@H]1CN(CC1)C=1N=NC=CN1)OC (2S)-2-(3,5-dimethoxyphenyl)-2-methoxy-N-[5-[[(3R)-1-(1,2,4-triazin-3-yl)pyrrolidin-3-yl]amino]-1,3,4-thiadiazol-2-yl]acetamide